5-[(5S)-5-(3,5-dichloro-4-fluoro-phenyl)-5-(trifluoromethyl)-4H-isoxazol-3-yl]-N-(pyrimidin-2-ylmethyl)isoquinoline-8-carboxamide ClC=1C=C(C=C(C1F)Cl)[C@@]1(CC(=NO1)C1=C2C=CN=CC2=C(C=C1)C(=O)NCC1=NC=CC=N1)C(F)(F)F